(S)-N-ethyl-5-fluoro-N-isopropyl-2-(1-(6-((2-methoxyethyl)(methyl)amino)-2-methylhexane-3-yl)-4'-methyl-7',8'-dihydrospiro[azetidine-3,6'-pyrido[3,4-b]indole]-9'(5'H)-yl)benzamide C(C)N(C(C1=C(C=CC(=C1)F)N1C2=C(C=3CC4(CCC13)CN(C4)[C@H](C(C)C)CCCN(C)CCOC)C(=CN=C2)C)=O)C(C)C